OC(C(C(=O)[O-])(C)C)O 3,3-dihydroxypivalate